Bis(2-butyloctyl) 11-(2-(diethylamino)ethyl)-5,17-dihexyl-7,15-dioxo-6,8,14,16-tetraoxa-11-azahenicosanedioate C(C)N(CCN(CCOC(OC(CCCC(=O)OCC(CCCCCC)CCCC)CCCCCC)=O)CCOC(OC(CCCC(=O)OCC(CCCCCC)CCCC)CCCCCC)=O)CC